C(C1=CC=CC=C1)N1CC(CCC1)(C1=CC=C(C=C1)C)CO (1-benzyl-3-(p-tolyl)tetrahydropyridin-3-yl)methanol